C(C)[N+]1=CC=C(C=C1)C1=CC=[N+](C=C1)CCP(=O)(O)O 1-ethyl-1'-(2-phosphonoethyl)-[4,4'-bipyridine]-1,1'-diium